FC1=C(C=CC(=C1)C(F)(F)F)COC1CN(C1)C(=O)N1CC(CC1)N1C=NC=C1 [3-[[2-fluoro-4-(trifluoromethyl)phenyl]methoxy]azetidin-1-yl]-(3-imidazol-1-ylpyrrolidin-1-yl)methanone